C(C)OC(C)N1N=CC(=C1)C=1C=CC=2N(C1N1CCCCC1)N=C(N2)N[C@H]2C[C@H](CCC2)O (1S,3R)-3-((6-(1-(1-Ethoxyethyl)-1H-pyrazol-4-yl)-5-(piperidin-1-yl)-[1,2,4]triazolo[1,5-a]pyridin-2-yl)amino)cyclohexan-1-ol